C[Si](C)(C)[N-][Si](C)(C)C.[Li+] lithium bis(trimethylsilyl)-amide